BrC=1C=C2CN(C(C2=CC1F)=O)C1C(NC(CC1)=O)=O 3-(5-bromo-6-fluoro-1-oxo-isoindolin-2-yl)piperidine-2,6-dione